8-[2-fluoro-4-(trifluoromethyl)phenyl]-2,3-dimethyl-6-[(2R)-2-(2-methyl-4-pyridyl)morpholin-4-yl]pyrimido[5,4-d]pyrimidin-4-one FC1=C(C=CC(=C1)C(F)(F)F)C1=NC(=NC2=C1N=C(N(C2=O)C)C)N2C[C@H](OCC2)C2=CC(=NC=C2)C